tert-butyl (3R,4R)-4-(((7-((tert-butoxycarbonyl) (4-(pyridin-3-yl) benzyl) amino)-3-isopropylpyrazolo[1,5-a]pyrimidin-5-yl) amino) methyl)-3-hydroxypiperidine-1-carboxylate C(C)(C)(C)OC(=O)N(C1=CC(=NC=2N1N=CC2C(C)C)NC[C@@H]2[C@H](CN(CC2)C(=O)OC(C)(C)C)O)CC2=CC=C(C=C2)C=2C=NC=CC2